2-[1-[(2R)-2-(2-chlorophenyl)-2-(oxan-4-yloxy)ethyl]-5-methyl-6-(1,3-oxazol-2-yl)-2,4-dioxo-1H,2H,3H,4H-thieno[2,3-d]pyrimidin-3-yl]-2-methylpropanoic acid ClC1=C(C=CC=C1)[C@H](CN1C(N(C(C2=C1SC(=C2C)C=2OC=CN2)=O)C(C(=O)O)(C)C)=O)OC2CCOCC2